N-(6-((2-((4-(4-(3,8-diazabicyclo[3.2.1]octan-3-yl)piperidin-1-yl)-2-methoxy-5-(1-methyl-1H-pyrazol-4-yl)phenyl)amino)-5-bromopyrimidin-4-yl)amino)quinoxalin-5-yl)methanesulfonamide C12CN(CC(CC1)N2)C2CCN(CC2)C2=CC(=C(C=C2C=2C=NN(C2)C)NC2=NC=C(C(=N2)NC=2C(=C1N=CC=NC1=CC2)NS(=O)(=O)C)Br)OC